CC1=C(C(=O)C=2C=C3C=4C=C(C=CC4N(C3=CC2)CC)C(CC)C2CCCC2)C=CC=C1 1-(6-o-methylbenzoyl-9-ethylcarbazol-3-yl)-(3-cyclopentyl)-propane